O=C1C[C@H](N(C1)C(=O)OC(C)(C)C)C(=O)OC (2S)-1-tert-butyl 2-methyl 4-oxopyrrolidine-1,2-dicarboxylate